N-(3-(2-(hydroxymethyl)-7-(methylthio)-2,3-dihydro-[1,4]dioxino[2,3-c]pyridin-5-yl)-1H-pyrrolo[2,3-c]pyridin-5-yl)acetamide OCC1OC2=C(C(=NC(=C2)SC)C2=CNC3=CN=C(C=C32)NC(C)=O)OC1